tert-butyl (3R,4S)-3-(5-(4-amino-5-((4,4-difluoropiperidin-1-yl)methyl)pyrrolo[2,1-f][1,2,4]triazin-7-yl)-2-methoxynicotinamido)-4-fluoropyrrolidine-1-carboxylate NC1=NC=NN2C1=C(C=C2C=2C=NC(=C(C(=O)N[C@@H]1CN(C[C@@H]1F)C(=O)OC(C)(C)C)C2)OC)CN2CCC(CC2)(F)F